3-(4-heneicosyl-decyl-1-piperazinyl)-1,2-propanediol C(CCCCCCCCCCCCCCCCCCCC)C(CCCC1N(CCNC1)CC(CO)O)CCCCCC